(ethylacetoacetate) hafnium [Hf+4].C(C)CC(CC(=O)[O-])=O.C(C)CC(CC(=O)[O-])=O.C(C)CC(CC(=O)[O-])=O.C(C)CC(CC(=O)[O-])=O